3-(4-bromophenyl)-1-(4-(tert-pentyl)phenyl)prop-2-en-1-one BrC1=CC=C(C=C1)C=CC(=O)C1=CC=C(C=C1)C(C)(C)CC